(cyclopropanecarboxamide) azetidine-1-carboxylate N1(CCC1)C(=O)O.C1(CC1)C(=O)N